1-aminoethyl-2-(heptadecenyl)imidazoline dodecenyl-succinate C(=CCCCCCCCCCC)C(C(=O)O)CC(=O)O.NC(C)N1C(=NCC1)C=CCCCCCCCCCCCCCCC